N-(1,3-benzoxazol-2-yl)adamantane-2-carboxamide [2-(trimethylsilyl)ethoxy]methylindazole-4-carboxylate C[Si](CCOCOC(=O)C=1C=2C=NNC2C=CC1)(C)C.O1C(=NC2=C1C=CC=C2)NC(=O)C2C1CC3CC(CC2C3)C1